NC(C(=O)C1CC1)C1=C(C=CC=C1F)F 2-amino-1-cyclopropyl-2-(2,6-difluorophenyl)ethanone